2-(3-amino-oxetan-3-yl)-acetamide NC1(COC1)CC(=O)N